C(C)(C)(C)OC(NCC1=C(C(=C(C=C1)N)F)F)=O (4-amino-2,3-difluorobenzyl)carbamic acid tert-butyl ester